C(#N)CN1N=C2C(N(C(C=C2N2C[C@H](N(C[C@@H]2CC)C(C)C2=CC=C(C=N2)C(C#N)(C)C)CC)=O)C)=C1 2-(6-(1-((2R,5S)-4-(2-(cyanomethyl)-4-methyl-5-oxo-4,5-dihydro-2H-pyrazolo[4,3-b]pyridin-7-yl)-2,5-diethylpiperazin-1-yl)ethyl)pyridin-3-yl)-2-methylpropanenitrile